C(C)(C)(C)C1=CC(=C(C=C1)O)C1=CC=CC=C1 p-tert-butylphenyl-phenol